ClC1=C(C=C(C=2C3=C(NC12)[C@@H](CNC(C3)=O)C)O)Cl |r| racemic-7,8-dichloro-10-hydroxy-5-methyl-3,4,5,6-tetrahydroazepino[4,5-b]indol-2(1H)-one